COC(COC1=CC=CC=C1)C propylene glycol phenyl methyl ether